CC1C(C(CCC1)C(=O)[O-])C(=O)[O-].[Na+].[Na+] disodium 3-methylcyclohexane-1,2-dicarboxylate